C1(=CC=CC=2C3=CC=CC=C3PC12)CCCCCCCC1=CC=CC=2C3=CC=CC=C3PC12 1,5-bis(9-phosphafluorenyl)methylpentane